C(C)(C)C1=C(O)C=C(C=C1O)O mono-isopropyl-phloroglucinol